C1(CCCCC1)NC=1C=C2C3=C(N(C2=CC1OC)C)C(=NC=C3)C N-cyclohexyl-7-methoxyl-1,9-dimethyl-9H-pyrido[3,4-b]indole-6-amine